NC=1C(=NC=C(C1)C)C(=O)C1=C2C=NNC2=C(C=C1)F (3-Amino-5-methyl-2-pyridyl)-(7-fluoro-1H-indazol-4-yl)methanone